1-(4-(trifluoromethyl)phenyl)imidazo[1,5-a]pyridine-3-carbonitrile FC(C1=CC=C(C=C1)C=1N=C(N2C1C=CC=C2)C#N)(F)F